acrylamido-1,2,2,6,6-pentamethylpiperidine C(C=C)(=O)NC1C(N(C(CC1)(C)C)C)(C)C